Tin (IV) fluoride [Sn](F)(F)(F)F